2-(1H-pyrrolo[2,3-b]pyridin-5-yloxy)-4-(4-((2-(4-chlorophenyl)cyclohex-3-enyl)methyl)piperazin-1-yl)-N-(3-nitro-4-((tetrahydro-2H-pyran-4-yl)methylamino)phenylsulfonyl)benzamide N1C=CC=2C1=NC=C(C2)OC2=C(C(=O)NS(=O)(=O)C1=CC(=C(C=C1)NCC1CCOCC1)[N+](=O)[O-])C=CC(=C2)N2CCN(CC2)CC2C(C=CCC2)C2=CC=C(C=C2)Cl